(2S)-2-[[(2S)-4-[5-[bis(2-chloroethyl)amino]-1-methyl-benzoimidazol-2-yl]-2-(methylamino)butanoyl]amino]-4-methyl-pentanoic acid ethyl ester C(C)OC([C@H](CC(C)C)NC([C@H](CCC1=NC2=C(N1C)C=CC(=C2)N(CCCl)CCCl)NC)=O)=O